C(#N)C=1C=CC(=NC1)N1CCN(CC1)C(CC1CCC(O1)[C@H]1N(CCC1)C(=O)OC(C)(C)C)=O tert-butyl (2S)-2-(5-[2-[4-(5-cyanopyridin-2-yl)piperazin-1-yl]-2-oxoethyl]oxolan-2-yl)pyrrolidine-1-carboxylate